N-(4-{[6-(2-chlorophenyl)-5-oxo-5,6-dihydroimidazo[1,2-a]pyrimido[5,4-e]pyrimidin-2-yl]amino}phenyl)-1-methylpiperidine-4-carboxamide ClC1=C(C=CC=C1)N1C=2N(C3=C(C1=O)C=NC(=N3)NC3=CC=C(C=C3)NC(=O)C3CCN(CC3)C)C=CN2